F[C@@]12[C@@H](CNCC1)CN(C2=O)C=2C=C(C=CC2)CC(C(=O)O)(C)C 3-(3-((3aS,7aR)-7a-fluoro-1-oxooctahydro-2H-pyrrolo[3,4-c]pyridin-2-yl)phenyl)-2,2-dimethylpropionic acid